ClC1=C(CN2CCC(CC2)CC2=NC(=CC(=C2F)C)NC2=NNC(=C2)C)C=CC=C1Cl 1-(2,3-dichlorobenzyl)-4-((3-fluoro-4-methyl-6-((5-methyl-1H-pyrazol-3-yl)amino)pyridin-2-yl)methyl)piperidine